N[C@@H](CCC(N)=O)C(=O)O [+]-L-Glutamine